C(CCC)C1(N=C(C2=C(N1)C=CC=N2)NC2CCCC2)NC 2-butyl-N4-cyclopentyl-N2-methyl-pyrido[3,2-d]pyrimidine-2,4-diamine